C(C)(C)(C)C=1C=C(C=C(C1O)C(C)(C)C)CC(C(=O)[O-])CCCCCCC(C(=O)[O-])CC1=CC(=C(C(=C1)C(C)(C)C)O)C(C)(C)C hexamethylene-bis[3-(3,5-di-tert-butyl-4-hydroxyphenyl) propionate]